C(C)(=O)C=1C=C(C=CC1)NC(=O)NCCCOC 1-(3-acetylphenyl)-3-(3-methoxypropyl)urea